[(2S,4S)-4-methoxypyrrolidin-2-yl]methanol hydrochloride Cl.CO[C@H]1C[C@H](NC1)CO